N[C@@H](CC(=O)O)C1=CC(=CC=C1)F (S)-3-amino-3-(3-fluorophenyl)propionic acid